(3S,4S)-8-(9-((5-chloro-2,4-difluorophenyl)ethynyl)-7H-imidazo[1,2-c]pyrazolo[4,3-e]pyrimidin-5-yl)-3-methyl-2-oxa-8-azaspiro[4.5]decan-4-amine ClC=1C(=CC(=C(C1)C#CC1=NNC2=C1C=1N(C(=N2)N2CCC3([C@@H]([C@@H](OC3)C)N)CC2)C=CN1)F)F